Cl.N1=CC=C(C=C1)C=1C=C2CCN(C2=CC1)CC=1C(=NC(=NC1)N)N 5-((5-(pyridin-4-yl)indolin-1-yl)methyl)pyrimidine-2,4-diamine hydrochloride